C12C(C3CC(CC(C1)C3)C2)N2CCN(CC2)CCC2=NN(C(=C2C)C2=CC=C(C=C2)Cl)C2=C(C=C(C=C2)Cl)Cl 1-((1r,3r,5r,7r)-adamantan-2-yl)-4-(2-(5-(4-chlorophenyl)-1-(2,4-dichlorophenyl)-4-methyl-1H-pyrazol-3-yl)-ethyl)piperazine